SCCSCCCCCSCCSCCCCC 1,4,10,13-Tetrathiaoctadecane